OC1=C(C=CC=C1)C(=O)C1=CC=CC=C1 (2-hydroxy-phenyl)(phenyl)-methanone